ClC=1C=CC2=C(C(OC(=N2)NCC)(C2=CC=CC=C2)C)C1 6-Chloro-2-N-ethyl-4-methyl-4-phenyl-4H-3,1-benzoxazine-2-amine